FC(OC1=C(C(=C(C=C1)C1=CN=C2N1C=CN=C2NC2=CC(=C(C(=O)NCCCO)C=C2)CC)F)F)F 4-[[3-[4-(difluoromethoxy)-2,3-difluoro-phenyl]imidazo[1,2-a]pyrazin-8-yl]amino]-2-ethyl-N-(3-hydroxypropyl)benzamide